C(C)(SCC1=NC=C(C=C1)F)=O S-((5-fluoropyridin-2-yl) methyl) ethanethioate